O=C1NC(CCC1N1C(C2=CC=CC(=C2C1=O)C#CC1CCNCC1)=O)=O 2-(2,6-dioxopiperidin-3-yl)-4-(piperidin-4-ylethynyl)isoindoline-1,3-dione